3-(5-(4-((4'-chloro-5,5-dimethyl-3,4,5,6-tetrahydro-[1,1'-biphenyl]-2-yl)methyl)piperazine-1-carbonyl)-6-fluoro-1-oxoisoindolin-2-yl)piperidine-2,6-dione ClC1=CC=C(C=C1)C1=C(CCC(C1)(C)C)CN1CCN(CC1)C(=O)C=1C=C2CN(C(C2=CC1F)=O)C1C(NC(CC1)=O)=O